C1(CC1)CCS(=O)(=O)NC1=CNC2=CC=C(C=C12)CCOC1=CC=C(C=C1)C(F)(F)F 2-cyclopropyl-N-(5-(2-(4-(trifluoromethyl)phenoxy)ethyl)-1H-indol-3-yl)ethane-1-sulfonamide